2-(3-Chloro-2-cyclopropyl-5-(methoxymethoxy)phenyl)-4,4,5,5-tetramethyl-1,3,2-dioxaborolane ClC=1C(=C(C=C(C1)OCOC)B1OC(C(O1)(C)C)(C)C)C1CC1